C1(CCCCC1)CN1[C@H](CN(CC1)C(=O)OC(C)(C)C)CO tert-butyl (R)-4-(cyclohexylmethyl)-3-(hydroxymethyl)piperazine-1-carboxylate